(2S,4R)-1-(2-(3-acetyl-5-(pyridazin-4-yl)-1H-indol-1-yl)acetyl)-4-fluoro-N-(4-(6-methylimidazo[2,1-b]thiazol-5-yl)thiazol-2-yl)pyrrolidine-2-carboxamide C(C)(=O)C1=CN(C2=CC=C(C=C12)C1=CN=NC=C1)CC(=O)N1[C@@H](C[C@H](C1)F)C(=O)NC=1SC=C(N1)C1=C(N=C2SC=CN21)C